C(C)C=1C(=CC=C2C=CC=C(C12)C1=C(C=2N=C(N=C(C2C=N1)N1C[C@@](CCC1)(O)C)OC[C@]12CCCN2C[C@@H](C1)F)F)F (R)-1-(7-(8-ethyl-7-fluoronaphthalen-1-yl)-8-fluoro-2-(((2R,7aS)-2-fluorohexahydro-1H-pyrrolizin-7a-yl)methoxy)pyrido[4,3-d]pyrimidin-4-yl)-3-methylpiperidin-3-ol